4-((2-acrylamido-4-fluorophenyl)amino)-2-chloro-N-(2-chloro-6-methylphenyl)pyrimidine-5-carboxamide C(C=C)(=O)NC1=C(C=CC(=C1)F)NC1=NC(=NC=C1C(=O)NC1=C(C=CC=C1C)Cl)Cl